1-cyclopropyl-4-oxo-quinolizine C1(CC1)C=1C=CC(N2C=CC=CC12)=O